ClC=1C=C(C=CC1C#N)N(CCCCCOCC(=O)O)C1=C(C=CC(=C1)C=1C(=NOC1C)C)C 2-((5-((3-chloro-4-cyanophenyl)(5-(3,5-Dimethylisoxazol-4-yl)-2-methylphenyl)amino)n-pentyl)oxy)acetic acid